5-Amino-1-(2-fluorophenyl)-3-[4-[[(2-methoxybenzoyl)amino]methyl]phenyl]pyrazole-4-carboxamide NC1=C(C(=NN1C1=C(C=CC=C1)F)C1=CC=C(C=C1)CNC(C1=C(C=CC=C1)OC)=O)C(=O)N